C(C)(=O)NC(C(=O)O)CC1=CC=CC=C1 (acetylamino)-3-phenylpropanoic acid